2-(difluoromethoxy)-4-morpholinoaniline FC(OC1=C(N)C=CC(=C1)N1CCOCC1)F